2,4-Dihydroxy-3',4',5'-trimethoxybenzophenone OC1=C(C(=O)C2=CC(=C(C(=C2)OC)OC)OC)C=CC(=C1)O